5-(dimethylamino)-resorcinol CN(C=1C=C(C=C(O)C1)O)C